C(C(C)C)C([C@@]([C@@]1(C(=C(C(=O)O1)O)[O-])CC(C)C)(O)CC(C)C)(O)CC(C)C tetra-isobutyl-ascorbate